C(C)(=O)N1CCC(CC1)NC1=NC=CC(=C1)C(=O)NC[C@@H](O)[C@H]1N(CC2=CC(=CC=C2C1)OCC1=C(N=CO1)C)C(=O)OC(C)(C)C tert-Butyl (3S)-3-[(1R)-2-[[2-[(1-acetyl-4-piperidyl)amino]pyridine-4-carbonyl]amino]-1-hydroxy-ethyl]-7-[(4-methyloxazol-5-yl)methoxy]-3,4-dihydro-1H-isoquinoline-2-carboxylate